BrC=1C=C(NC2(CCC3([C@H](CC4=CC=CC=C34)C[C@H](COC3=CC=NC=4CCC[C@H](C34)C)C)CC2)C(=O)O)C=CC1F (1r,2'S,4S)-4-(3-bromo-4-fluoroanilino)-2'-[(2R)-2-methyl-3-{[(5R)-5-methyl-5,6,7,8-tetrahydroquinolin-4-yl]oxy}propyl]-2',3'-dihydrospiro[cyclohexane-1,1'-indene]-4-carboxylic acid